N=C(C1=CC=C2C=C(N(C2=C1)CC1=CC=CC2=CC=CC=C12)C(NCC1CCN(CC1)C)=O)NC(OC(C)(C)C)=O tert-butyl (imino(2-(((1-methylpiperidin-4-yl)methyl)carbamoyl)-1-(naphthalen-1-ylmethyl)-1H-indol-6-yl)methyl)carbamate